naphthalenedicarboxylic anhydride C1=CC2=C3C(=C1)C(=O)OC(=O)C3=CC=C2